F[P-](F)(F)(F)(F)F.[NH4+].[Li] lithium ammonium hexafluorophosphate